3-[4-(trifluoromethoxy)phenyl]propionic acid ethyl ester C(C)OC(CCC1=CC=C(C=C1)OC(F)(F)F)=O